COC=1C(OC(CC1)CCC1=CC=CC=C1)=O methoxy-6-(2-phenylethyl)-5,6-dihydro-2H-pyran-2-one